NC1CCN(CC1)CCC(=O)N1CCN(CC1)C1=CC2=C(N(C(N2C)=O)C2C(NC(CC2)=O)=O)C=C1 3-[5-[4-[3-(4-Amino-1-piperidyl)propanoyl]piperazin-1-yl]-3-methyl-2-oxo-benzimidazol-1-yl]piperidine-2,6-dione